[I-].[Na+] sodium iodide salt